C(C)C=1C=NC=C(C1N1C(N(C=2C=NC=3C=C(C(=CC3C21)C=2C=NN(C2)C)OC)C)=O)C 1-(3-Ethyl-5-methylpyridin-4-yl)-7-methoxy-3-methyl-8-(1-methyl-1H-pyrazol-4-yl)-1,3-dihydroimidazo[4,5-c]quinolin-2-one